CSC1=CC(=NN1C1=CC=C(C=C1)C)C1=CC=CC=C1 5-methylthio-3-phenyl-1-p-tolyl-1H-pyrazole